ClC1=C(C(=C(C=C1OC)OC)Cl)C1=NC(=C2C=C(N=CC2=C1)N[C@H]1[C@H](CN(C1)C=1C=NN(C1)C)NC(C=C)=O)NC1COC1 N-((3S,4R)-4-((7-(2,6-dichloro-3,5-dimethoxyphenyl)-5-(oxetan-3-ylamino)-2,6-naphthyridin-3-yl)amino)-1-(1-methyl-1H-pyrazol-4-yl)pyrrolidin-3-yl)acrylamide